4-(5-bromo-2,3-dihydro-1H-inden-1-yl)piperazine-1-carboxylic acid tert-butyl ester C(C)(C)(C)OC(=O)N1CCN(CC1)C1CCC2=CC(=CC=C12)Br